OC1=C(C=C(C=C1)C1(CCCCCCCCCCC1)C1=CC(=C(C=C1)O)CC=C)CC=C 1,1-bis(4-hydroxy-3-allylphenyl)cyclododecane